C(=O)(OCC1C2=CC=CC=C2C2=CC=CC=C12)N[C@@H](CC1=CNC2=C(C=CC=C12)C)C(=O)O |r| Fmoc-7-methyl-DL-tryptophan